dimethyl (2S,4R)-2-((tert-butoxycarbonyl)amino)-4-((S)-1-((tert-butyldimethylsilyl)oxy)but-3-en-2-yl)pentanedioate C(C)(C)(C)OC(=O)N[C@H](C(=O)OC)C[C@@H](C(=O)OC)[C@@H](CO[Si](C)(C)C(C)(C)C)C=C